ClC1=CC(=C(C=C1)C1=C(N(N=N1)CC)CN1N=CC(=CC1=O)N1CC(C1)OCC(F)(F)F)F 2-[[5-(4-chloro-2-fluoro-phenyl)-3-ethyl-triazol-4-yl]methyl]-5-[3-(2,2,2-trifluoro-ethoxy)azetidin-1-yl]pyridazin-3-one